trans-4-({4-[(2S)-2,3-dihydro-1,4-benzodioxin-2-yl]benzyl}amino)cyclohexanol O1[C@H](COC2=C1C=CC=C2)C2=CC=C(CN[C@@H]1CC[C@H](CC1)O)C=C2